(S)-6-benzhydryl-2-((R)-tert-butylsulfinyl)-1-phenyl-2,6-diazaspiro[3.3]heptane C(C1=CC=CC=C1)(C1=CC=CC=C1)N1CC2(CN([C@H]2C2=CC=CC=C2)[S@](=O)C(C)(C)C)C1